2-(5-(3,5-difluorobenzyl)-1-(tetrahydro-2H-pyran-2-yl)-1H-indazol-3-yl)-1-((2-(trimethylsilyl)ethoxy)methyl)-4,6-dihydropyrrolo[3,4-d]imidazole-5(1H)-carboxylic acid tert-butyl ester C(C)(C)(C)OC(=O)N1CC=2N(C(=NC2C1)C1=NN(C2=CC=C(C=C12)CC1=CC(=CC(=C1)F)F)C1OCCCC1)COCC[Si](C)(C)C